NC=1C(=CC(=C(C1)C1=C(C=2C(=C(SN2)N2CCN(CC2)C(C=C)=O)C=C1Cl)F)Cl)Cl 1-(4-(6-(5-amino-2,4-dichlorophenyl)-5-chloro-7-fluoro-2,1-benzothiazol-3-yl)-1-piperazinyl)-2-propen-1-one